methyl-4-((1-((benzyloxy)carbonyl)-5-hydroxy-1,2,3,6-tetrahydropyridin-4-yl)carbamoyl)picolinate COC(C1=NC=CC(=C1)C(NC=1CCN(CC1O)C(=O)OCC1=CC=CC=C1)=O)=O